5-(benzyloxy)-2-methyl-N-(1,1,1-trifluoro-3-hydroxypropan-2-yl)-2H-indazole-3-carboxamide C(C1=CC=CC=C1)OC1=CC2=C(N(N=C2C=C1)C)C(=O)NC(C(F)(F)F)CO